C(C)OC(=O)N1CCN(CC1)C1=CC=C(C=C1)C(NC1=CC(=C(C=C1)C)NC1=NC=CC(=N1)C=1C=NC=CC1)=O 4-{4-[4-Methyl-3-(4-pyridin-3-yl-pyrimidin-2-ylamino)-phenylcarbamoyl]-phenyl}-piperazine-1-carboxylic acid ethyl ester